4-chloro-5-(2-chloro-4-fluorophenyl)-2-methyl-6-phenyl-3(2H)-pyridazinone ClC=1C(N(N=C(C1C1=C(C=C(C=C1)F)Cl)C1=CC=CC=C1)C)=O